N1=CC(=CC=C1)C(C)=O 1-(3-pyridyl)-ethanone